N-[(3R,4R)-4-methyl-1-(8-methylquinolin-5-yl)pyrrolidin-3-yl]-2-[(3S)-1-methylpiperidin-3-yl]acetamide C[C@H]1[C@H](CN(C1)C1=C2C=CC=NC2=C(C=C1)C)NC(C[C@H]1CN(CCC1)C)=O